ClC=1C(=NC(=NC1)NC=1C(=NN(C1)C1CC2CCC(C1)N2C)C)NCCCN2C(CCCC2)=O 1-(3-((5-chloro-2-((3-methyl-1-(8-methyl-8-azabicyclo[3.2.1]octan-3-yl)-1H-pyrazol-4-yl)amino)pyrimidin-4-yl)amino)propyl)piperidin-2-one